FC1=CC(=C(C=C1)C=1C=C(C=2N(C1)C=C(N2)C)NC(=O)C=2C(N(C=C(C2)CNCC(C)C)CC(F)(F)F)=O)C2=NN=CN2C N-(6-(4-Fluoro-2-(4-methyl-4H-1,2,4-triazol-3-yl)phenyl)-2-methylimidazo[1,2-a]pyridin-8-yl)-5-((isobutylamino)methyl)-2-oxo-1-(2,2,2-trifluoroethyl)-1,2-dihydropyridine-3-carboxamide